ClC1=C2NC(=C1)C=C1C=CC(=N1)C=C1C=CC(N1)=CC=1C=CC(N1)=C2.[Na] sodium chloroporphyrin